CN(C)CC1=CC(=C(S1)S(=O)(N)=NC(NC1=C2CCCC2=CC=2CCCC12)=O)F 5-((Dimethylamino)methyl)-3-fluoro-N'-(1,2,3,5,6,7-hexahydro-s-indacen-4-yl-carbamoyl)thiophene-2-sulfonimidamide